FC=1C=C(C=CC1F)[C@H](NC(=O)N1[C@@H](C(NCC1)=O)C)[C@@H]1CC[C@H](CC1)C(F)(F)F (2R)-N-((R)-(3,4-difluorophenyl)(trans-4-(trifluoromethyl)cyclohexyl)-methyl)-2-methyl-3-oxopiperazine-1-carboxamide